C(C1=CC=CC=C1)(=O)O[C@@H]1[C@H](O[C@H]([C@@H]1OC(C1=CC=CC=C1)=O)N1C=NC=2C(NC=CC21)=O)COC(C2=CC=CC=C2)=O (2R,3R,4R,5R)-2-((benzoyloxy)methyl)-5-(4-oxo-4,5-dihydro-1H-imidazo[4,5-c]pyridin-1-yl)tetrahydrofuran-3,4-diyl Dibenzoate